FC(C=1C=C(C=C(C1)C(F)(F)F)[C@@H]1C([C@H]1C(=O)NC=1C=CC(=C(C(=O)NC=2C(=C(C(=CC2)F)N(C(OC(C)(C)C)=O)C(=O)OC(C)(C)C)F)C1)Cl)(Cl)Cl)(F)F trans-tert-Butyl N-[3-[[5-[[3-[3,5-bis(trifluoromethyl)phenyl]-2,2-dichloro-cyclopropanecarbonyl]amino]-2-chloro-benzoyl]amino]-2,6-difluoro-phenyl]-N-tert-butoxycarbonyl-carbamate